ClC=1C=CC2=C(C(C[C@@H](O2)C(=O)NC23CC(C2)(C3)N3N=CC(=C3)[C@@H]3C[C@@H](C3)OC(F)(F)F)=O)C1 (2R)-6-chloro-4-oxo-N-(3-{4-[cis-3-(trifluoromethoxy)cyclobutyl]-1H-pyrazol-1-yl}bicyclo[1.1.1]pentan-1-yl)-3,4-dihydro-2H-1-benzopyran-2-carboxamide